(R)-2-methyl-N-(2,2,2-trifluoro-1-(4-fluorophenyl)ethyl)imidazo[1,2-b]pyridazine-6-sulfonamide CC=1N=C2N(N=C(C=C2)S(=O)(=O)N[C@@H](C(F)(F)F)C2=CC=C(C=C2)F)C1